Ethylphenylcarbamoylchlorid C(C)N(C(=O)Cl)C1=CC=CC=C1